ClC1=NC=C(C=C1)CN1/C(/NCC1)=C(\C=C\C1=NN=CN1)/[N+](=O)[O-] 2-chloro-5-(((E)-2-((E)-1-nitro-3-(4H-1,2,4-triazol-3-yl)allylidene)imidazolidin-1-yl)methyl)pyridine